5'-(1-([1,1'-biphenyl]-4-yl)-2,2-bis(4'-(diphenylamino)-[1,1'-biphenyl]-4-yl)vinyl)-[1,1':3',1''-terphenyl]-4,4''-diamine C1(=CC=C(C=C1)C(=C(C1=CC=C(C=C1)C1=CC=C(C=C1)N(C1=CC=CC=C1)C1=CC=CC=C1)C1=CC=C(C=C1)C1=CC=C(C=C1)N(C1=CC=CC=C1)C1=CC=CC=C1)C=1C=C(C=C(C1)C1=CC=C(C=C1)N)C1=CC=C(C=C1)N)C1=CC=CC=C1